(R or S)-3-(4-((2-methoxy-1,6-naphthyridin-3-yl)methyl)phenyl)-5-methyloxazolidin-2-one COC1=NC2=CC=NC=C2C=C1CC1=CC=C(C=C1)N1C(O[C@@H](C1)C)=O |o1:22|